bis(cyclopentadienyl)bis[2,6-difluoro-3-((2-chloroethoxy)-carbonylamino)phenyl]titanium C1(C=CC=C1)[Ti](C1=C(C(=CC=C1F)NC(=O)OCCCl)F)(C1=C(C(=CC=C1F)NC(=O)OCCCl)F)C1C=CC=C1